allyl N-[(3-hydroxyazetidin-3-yl)methyl]-N-[rac-(2S)-3-(allyloxycarbonylamino)-2-hydroxy-propyl]carbamate OC1(CNC1)CN(C(OCC=C)=O)C[C@H](CNC(=O)OCC=C)O |r|